N,N'-bis(2-hydroxy-5-tert-octylphenyl-methylene)-1,2-ethylenediamine OC1=C(C=C(C=C1)C(C)(C)CC(C)(C)C)C=NCCN=CC1=C(C=CC(=C1)C(C)(C)CC(C)(C)C)O